3,4-dimethylbenzylboronic acid CC=1C=C(CB(O)O)C=CC1C